3-(acrylamidomethyl)-N-(cyclopropylsulfonyl)-1-(4-(trifluoromethyl)-phenyl)-1,2,3,4-tetrahydroquinoline-5-carboxamide C(C=C)(=O)NCC1CN(C=2C=CC=C(C2C1)C(=O)NS(=O)(=O)C1CC1)C1=CC=C(C=C1)C(F)(F)F